CC(=O)N[C@@H]1[C@H]([C@@H]([C@H](O[C@H]1OC[C@@H]2[C@@H]([C@@H]([C@H]([C@@H](O2)O)O)O)O)CO)O)O[C@H]3[C@@H]([C@H]([C@H]([C@H](O3)CO)O)O)O The molecule is an amino trisaccharide that consists of a galactose residue attached by a beta-(1->3)-linkage to an N-acetylglucosamine residue, that is in turn attached to a second galactose by a beta-(1->6)-linkage. It is an amino trisaccharide and a glucosamine oligosaccharide.